C(#N)CC1CCC(CC1)N1C(=NC=2C1=C1C(=NC2)NC=C1)CC(=O)NCC1=CC=C(C=C1)OC(F)F 2-(1-((1r,4r)-4-(cyanomethyl)cyclohexyl)-1,6-dihydroimidazo[4,5-d]Pyrrolo[2,3-b]Pyridin-2-yl)-N-(4-(difluoromethoxy)benzyl)acetamide